gold-silver zinc carbon [C].[Zn].[Ag].[Au]